(7RS,9SR)-7,9-bis(1H-benzoimidazol-2-ylamino)-3-cyclopropyl-N-(2-methylpropyl)-8,9-dihydro-7H-cyclopenta[H]isoquinoline-5-sulfonamide N1C(=NC2=C1C=CC=C2)N[C@@H]2C[C@@H](C1=C2C=C(C=2C=C(N=CC12)C1CC1)S(=O)(=O)NCC(C)C)NC1=NC2=C(N1)C=CC=C2 |r|